1,2-Diamino-9-((2R,3R,4R,SR)-3,4-dihydroxy-5-(hydroxymethyl)tetrahydrofuran-2-yl)-7,9-dihydro-1H-purine-6,8-dione NN1C(=NC=2N(C(NC2C1=O)=O)[C@@H]1O[C@H]([C@@H]([C@H]1O)O)CO)N |&1:14|